C1(CC1)C1=[N+](C(=CC=C1)C(NC1=CC2=CN(N=C2C=C1OC)C1CCC(CC1)O)=O)[O-] 2-cyclopropyl-6-((2-((1r,4r)-4-hydroxycyclohexyl)-6-methoxy-2H-indazol-5-yl)carbamoyl)pyridine 1-oxide